3-oxo-N-phenylbutyric acid amide O=C(CC(=O)NC1=CC=CC=C1)C